ClC1=CC=C(C=C1)NC=CC1=C(C(=NO1)C1=C(C=CC=C1)Cl)C#N 5-[2-(4-chlorophenylamino)ethenyl]-4-cyano-3-(2-chlorophenyl)isoxazole